C12(CC3CC(CC(C1)C3)C2)C[C@H]2NC(N(C2=O)C2CC3(CC(C3)OC3=C(C(=O)N)C=CC=N3)C2)=O (((R)-6-(4-((1-adamantyl)methyl)-2,5-dioxoimidazolidin-1-yl)spiro[3.3]heptan-2-yl)oxy)nicotinamide